ClC1=CC=C(C(=N1)C(=O)O)N[C@H](C)C1=C2N=C(C(=NC2=CC(=C1)C)C#N)N1CC([C@@H](C1)OC)(F)F 6-chloro-3-(((R)-1-(2-cyano-3-((R)-3,3-difluoro-4-methoxypyrrolidin-1-yl)-7-methylquinoxalin-5-yl)ethyl)amino)picolinic acid